1-(3-((4,4-bis(((Z)-oct-5-en-1-yl)oxy)butanoyl)oxy)-2-(((4-(((2-(pyrrolidin-1-yl)ethyl)carbamoyl)oxy)decanoyl)oxy)methyl)propyl) 7-(3-pentyloctyl) heptanedioate C(CCCCCC(=O)OCCC(CCCCC)CCCCC)(=O)OCC(COC(CCC(OCCCC\C=C/CC)OCCCC\C=C/CC)=O)COC(CCC(CCCCCC)OC(NCCN1CCCC1)=O)=O